O=C1NC(CCC1N1C(C2=CC=C(C=C2C1=O)NCCCCCCCCNC(OC(C)(C)C)=O)=O)=O tert-butyl (8-((2-(2,6-dioxopiperidin-3-yl)-1,3-dioxoisoindolin-5-yl)amino) octyl)carbamate